1-phenyl-hex-4-en-3-one maleate C(\C=C/C(=O)O)(=O)O.C1(=CC=CC=C1)CCC(C=CC)=O